trans-N-(3-(2-Cyclopropylthiazol-5-yl)phenyl)-4-(hydroxymethyl)-N-((trans-4-(4-methoxy-3-methylphenyl)cyclohexyl)-methyl)cyclohexanecarboxamide C1(CC1)C=1SC(=CN1)C=1C=C(C=CC1)N(C(=O)[C@@H]1CC[C@H](CC1)CO)C[C@@H]1CC[C@H](CC1)C1=CC(=C(C=C1)OC)C